N-[(6-Acetamido-2-pyridyl)sulfonyl]-6-(3-fluoro-5-isobutoxyphenyl)-2-[(4S)-2,2,4-trimethylpyrrolidin-1-yl]pyridin-3-carboxamid C(C)(=O)NC1=CC=CC(=N1)S(=O)(=O)NC(=O)C=1C(=NC(=CC1)C1=CC(=CC(=C1)OCC(C)C)F)N1C(C[C@@H](C1)C)(C)C